C(=C)(C)B1OC(C(O1)(C)C)(C)C 2-isopropenyl-4,4,5,5-tetramethyl-1,3,2-dioxaborolan